O6-[2-(hydroxymethyl)-2-[(3-methylbicyclo[1.1.1]pentane-1-carbonyl)oxymethyl]-3-[6-[(Z)-non-3-enoxy]-6-oxo-hexanoyl]oxy-propyl] O1-[(Z)-non-3-enyl] hexanedioate C(CCCCC(=O)OCC(COC(CCCCC(=O)OCC\C=C/CCCCC)=O)(COC(=O)C12CC(C1)(C2)C)CO)(=O)OCC\C=C/CCCCC